6,6'-(2-hydroxy-1,3-phenylene)bis(2,2-dimethylhexanoic acid) OC1=C(C=CC=C1CCCCC(C(=O)O)(C)C)CCCCC(C(=O)O)(C)C